(R)-5-bromo-N-(3-fluoro-4-((3-((1-hydroxypropan-2-yl)amino)-1H-pyrazolo[3,4-b]pyridin-4-yl)oxy)phenyl)-1-(4-fluorophenyl)-2-oxo-1,2-dihydropyridine-3-carboxamide BrC=1C=C(C(N(C1)C1=CC=C(C=C1)F)=O)C(=O)NC1=CC(=C(C=C1)OC1=C2C(=NC=C1)NN=C2N[C@@H](CO)C)F